ClC1=C(C(=O)NC=2C=C3C=CN(C3=CC2)C(=O)OC(C)(C)C)C=C(C=C1)NC(=O)[C@@H]1C([C@H]1C1=CC(=CC(=C1)Cl)Cl)(Cl)Cl tert-Butyl 5-(2-chloro-5-(trans)-(2,2-dichloro-3-(3,5-dichlorophenyl)cyclopropane-1-carboxamido)benzamido)-1H-indole-1-carboxylate